COC=1C=C(C=CC1OC)C(=O)N1CCC(CC1)CCCCNC(=O)C=1C=CC=2N(C1)C=CN2 N-(4-{1-[(3,4-dimethoxyphenyl)carbonyl]piperidin-4-yl}butyl)imidazo[1,2-a]pyridine-6-carboxamide